COC(CC1(CNC(C1)=O)C(=O)O)=O 3-(2-methoxy-2-oxo-ethyl)-5-oxo-pyrrolidine-3-carboxylic acid